COC1=C(C=CC(=N1)C=1C=NC(=NC1)CNC(OC(C)(C)C)=O)NC(=O)C=1C(=NOC1C)C1=CC=CC=C1 tert-butyl N-[[5-[6-methoxy-5-[(5-methyl-3-phenyl-isoxazole-4-carbonyl)amino]-2-pyridyl]pyrimidin-2-yl]methyl]carbamate